(5'S,7a'R)-1-(5-cyclopropylpyrimidin-2-yl)-5'-phenyltetrahydro-3'H-spiro[piperidine-4,2'-pyrrolo[2,1-b][1,3]oxazol]-3'-one C1(CC1)C=1C=NC(=NC1)N1CCC2(C(N3[C@H](O2)CC[C@H]3C3=CC=CC=C3)=O)CC1